C1(=C(C=CC=C1)CCC1C2C=CC(C1)C2)C2=CC=CC=C2 5-(2-([1,1'-biphenyl]-2-yl)ethyl)bicyclo[2.2.1]hept-2-ene